FC=1C=C2CN(C(C2=C(C1F)C1=CC=C(C=C1)C=1OC(=NN1)C)=O)[C@H](C(F)(F)F)C(C)(C)O (S)-5,6-difluoro-7-(4-(5-methyl-1,3,4-oxadiazol-2-yl)phenyl)-2-(1,1,1-trifluoro-3-hydroxy-3-methylbutan-2-yl)isoindolin-1-one